[O-]P([O-])(=O)OP(=O)([O-])[O-].[Mg+2].[Zn+2] zinc magnesium pyrophosphate